FCOC1=NNC(=C1)C(=O)N 3-(fluoromethoxy)-1H-pyrazole-5-carboxamide